C(C)C1=C(C=C(C(=C1)O)F)C1=CC=C2C(=NNC2=C1)C1=NC2=C(N1)CN(C2)C(=O)NC2COCC2 2-(6-(2-ethyl-5-fluoro-4-hydroxyphenyl)-1H-indazol-3-yl)-N-(tetrahydrofuran-3-yl)-4,6-dihydropyrrolo[3,4-d]imidazol-5(1H)-carboxamide